OC1C2(CC1C1N3C(C=4C=CC=CC14)=CN=C3)C3CN(CC2CC3)C(=O)OC(C)(C)C tert-butyl 2'-hydroxy-3'-(5H-imidazo[1,5-b]isoindol-5-yl)spiro[3-azabicyclo[3.2.1]octane-8,1'-cyclobutane]-3-carboxylate